NC(C(=O)O)CCC(=O)NC(C(=O)NCC(=O)O)CS 2-amino-5-{[2-[(carboxymethyl)amino]-1-(mercaptomethyl)-2-oxoethyl]amino}-5-oxopentanoic acid